FC1=C(C=CC(=C1)F)[C@H]1N(CC[C@H](C1)NC)C(=O)N1CC2(CCCC2)[C@@H](CC1)CN1C(C=C(C=C1)C1=CC=CC=C1)=O 1-(((R)-7-((2S,4R)-2-(2,4-difluorophenyl)-4-(methylamino)piperidine-1-carbonyl)-7-azaspiro[4.5]dec-10-yl)methyl)-4-phenylpyridin-2(1H)-one